C1OCC12CC(C2)NC(CCCCCCCC(=O)OC(CCCCCCCC)CCCCCCCC)CCCCCCCC(=O)OCC(CCCCCCC)C 1-(heptadecan-9-yl) 17-(2-methylnonyl) 9-((2-oxaspiro[3.3]heptan-6-yl)amino)heptadecanedioate